C(C)OC(=O)C1=C(N=C(S1)C1CC1)C(C(C)C)O.O1C(OCCC1)C=1C(=NC=NC1)OCC1=CC=C(C=C1)C(F)(F)F 5-(1,3-dioxan-2-yl)-4-[[4-(trifluoromethyl)phenyl]methoxy]pyrimidine ethyl-2-cyclopropyl-4-(1-hydroxy-2-methyl-propyl)thiazole-5-carboxylate